2-(5-chloro-3,3-dimethylspiro[indoline-2,3'-naphtho[2,1-b][1,4]oxazin]-1-yl)ethanol ClC=1C=C2C(C3(C=NC4=C(O3)C=CC3=CC=CC=C34)N(C2=CC1)CCO)(C)C